FC(=C(C#N)C(F)(F)F)F 3,3-difluoro-2-(trifluoromethyl)acrylonitrile